(5-(isopropylsulfonyl)-1,4,5,6-tetrahydropyrrolo[3,4-c]pyrazol-3-yl)(4-(2-(trifluoromethyl)phenyl)piperidin-1-yl)methanone C(C)(C)S(=O)(=O)N1CC=2NN=C(C2C1)C(=O)N1CCC(CC1)C1=C(C=CC=C1)C(F)(F)F